N-(5-(5-(hydroxymethyl)-1,2,4-oxadiazol-3-yl)-2,3-dihydro-1H-inden-1-yl)-1,3-dimethyl-1H-pyrazole-4-carboxamide OCC1=NC(=NO1)C=1C=C2CCC(C2=CC1)NC(=O)C=1C(=NN(C1)C)C